OCCC1=C(C(=O)O)C=CC(=C1)C(=O)O mono(2-hydroxyethyl)TEREPHTHALIC ACID